3-(4-AMINO-3-FLUOROPHENYL)-1-(1-METHYLPIPERIDIN-4-YL)-1H-PYRAZOLO[3,4-D]PYRIMIDIN-4-AMINE NC1=C(C=C(C=C1)C1=NN(C2=NC=NC(=C21)N)C2CCN(CC2)C)F